4-([1,1'-biphenyl]-4-yl)-6-(3-chlorophenyl)-2-phenylpyrimidine C1(=CC=C(C=C1)C1=NC(=NC(=C1)C1=CC(=CC=C1)Cl)C1=CC=CC=C1)C1=CC=CC=C1